C(C=C)SSCC=C ALLYL DISULFIDE